N-((1R,2S)-2-fluorocyclopropyl)-8-((methyl-d3)amino)-6-((2-carbonyl-6'-(trifluoromethyl)-2H-[1,2'-bipyridinyl]-3-yl)amino)imidazo[1,2-b]pyridazine-3-carboxamide F[C@@H]1[C@@H](C1)NC(=O)C1=CN=C2N1N=C(C=C2NC([2H])([2H])[2H])NC=2C(N(C=CC2)C2=NC(=CC=C2)C(F)(F)F)=C=O